C(C)(C)(C)OC(=O)N[C@H]([C@@H](C)OCC1=CC=C(C=C1)CCOCCOCC(=O)OC(C)(C)C)CCC(N)=O tert-butyl 2-(2-[2-[4-([[(2R,3S)-3-[(tert-butoxycarbonyl)amino]-5-carbamoylpentan-2-yl]oxy]methyl)phenyl] ethoxy]ethoxy)acetate